FC1(CC(C1)NC1=NN2C(C=N1)=C(C=C2)C=2C=C1C(=NC2)N=C(N1C1CCOCC1)C)F N-(3,3-difluorocyclobutyl)-5-(2-methyl-1-(tetrahydro-2H-pyran-4-yl)-1H-imidazo[4,5-b]pyridin-6-yl)pyrrolo[2,1-f][1,2,4]triazin-2-amine